((2R,4S)-2-(2,5-difluorophenyl)-4-fluoropyrrolidin-1-yl)imidazo[1,2-b]pyridazine FC1=C(C=C(C=C1)F)[C@@H]1N(C[C@H](C1)F)C=1N=C2N(N=CC=C2)C1